2,2-dimethyl-1,2,3,4-tetrahydro-1,5-naphthyridine CC1(NC2=CC=CN=C2CC1)C